N-((1,2,3,5,6,7-hexahydro-s-indacen-4-yl)carbamoyl)-1-hydroxy-3,3-dimethyl-1,3-dihydrobenzo[c][1,2]oxaborole-5-sulfonamide C1CCC2=C(C=3CCCC3C=C12)NC(=O)NS(=O)(=O)C1=CC2=C(B(OC2(C)C)O)C=C1